(5,6-dihydro-[1,2,4]triazolo[4,3-a]pyrazin-7(8H)-yl)(2,6-dihydroxy-3'-methyl-4-pentyl-[1,1'-biphenyl]-3-yl)methanone N=1N=CN2C1CN(CC2)C(=O)C=2C(=C(C(=CC2CCCCC)O)C2=CC(=CC=C2)C)O